2,4-difluorobenzenesulfonyl-hydrazine FC1=C(C=CC(=C1)F)S(=O)(=O)NN